tert-butyl 8-[2-(4-pyridyl)-5-vinyl-pyrido[3,4-d]pyrimidin-4-yl]-2,8-diazaspiro[4.5]decane-2-carboxylate N1=CC=C(C=C1)C=1N=C(C2=C(N1)C=NC=C2C=C)N2CCC1(CCN(C1)C(=O)OC(C)(C)C)CC2